N-(adamantan-1-yl)-2-((5-fluoro-6-methoxy-2-oxo-1,2-dihydropyrimidin-4-yl)oxy)acetamide 3-((tert-butyldimethylsilyl)oxy)-5-hydroxypentyl-4,4-bis(((Z)-oct-5-en-1-yl)oxy)butanoate [Si](C)(C)(C(C)(C)C)OC(CCOC(CCC(OCCCC\C=C/CC)OCCCC\C=C/CC)=O)CCO.C12(CC3CC(CC(C1)C3)C2)NC(COC2=NC(NC(=C2F)OC)=O)=O